COC1=CC(=NC=N1)OC1CN(C1)CC1=CN=C(S1)NC(C)=O N-(5-((3-((6-methoxypyrimidin-4-yl)oxy)azetidin-1-yl)methyl)thiazol-2-yl)acetamide